N1CC(C1)OC1=NC=C(C=C1)C=1C=CC=2C3=C(N(C2C1)C)C=CN=C3 2-(azetidin-3-yloxy)-5-[5-methylpyrido[4,3-b]indol-7-yl]pyridine